C(=O)(O)C=1C=C2C=CNC2=CC1C(=O)O 5,6-dicarboxyindole